5-(3-((3-((3R,4S)-4-(4-amino-3-(4-phenoxyphenyl)-1H-pyrazolo[3,4-d]pyrimidin-1-yl)-3-fluoropiperidin-1-yl)azetidin-1-yl)methyl)-3-fluoroazetidin-1-yl)picolinic acid NC1=C2C(=NC=N1)N(N=C2C2=CC=C(C=C2)OC2=CC=CC=C2)[C@@H]2[C@@H](CN(CC2)C2CN(C2)CC2(CN(C2)C=2C=CC(=NC2)C(=O)O)F)F